t-butyltitanium C(C)(C)(C)[Ti]